CN1C2=NC=NC(=C2N=C1)N 9-Methyl-adenine